(S)-9-(2,5-Dimethyl-oxazol-4-ylmethyl)-2-((R)-3-methyl-morpholin-4-yl)-8-trifluoromethyl-6,7,8,9-tetrahydro-pyrimido[1,2-a]-pyrimidin-4-one CC=1OC(=C(N1)CN1[C@@H](CCN2C1=NC(=CC2=O)N2[C@@H](COCC2)C)C(F)(F)F)C